5-(2-Methylbiphenyl-4-yl)-3,6-dihydro-2H-1,3,4-oxadiazin-2-one CC1=C(C=CC(=C1)C1=NNC(OC1)=O)C1=CC=CC=C1